N-methyl-N-(thiophen-2-ylmethyl)-2-(p-tolyloxy)acetamide tert-Butyl-6-(4-((5-phenoxypyridin-2-yl)amino)pyrido[3,2-d]pyrimidin-6-yl)-1,6-diazaspiro[3.3]heptane-1-carboxylate C(C)(C)(C)OC(=O)N1CCC12CN(C2)C=2C=CC=1N=CN=C(C1N2)NC2=NC=C(C=C2)OC2=CC=CC=C2.CN(C(COC2=CC=C(C=C2)C)=O)CC=2SC=CC2